ClC1=C(C(=C(C=C1OC)OC)Cl)C1=NC(=C2C=C(N=CC2=C1)N[C@H]1[C@H](CN(C1)C)NC(C=C)=O)NC1COC1 N-((3S,4R)-4-((7-(2,6-dichloro-3,5-dimethoxyphenyl)-5-(oxetan-3-ylamino)-2,6-naphthyridin-3-yl)amino)-1-methylpyrrolidin-3-yl)acrylamide